FC1=CC=C(C=N1)C1=NC(=CC(=C1N1[C@@H](C[C@@H](CC1)C1=NN=CN1C)C)C#N)C(F)(F)F 6'-fluoro-3-[(2R,4R)-2-methyl-4-(4-methyl-4H-1,2,4-triazol-3-yl)piperidin-1-yl]-6-(trifluoromethyl)-[2,3'-bipyridine]-4-carbonitrile